1,2-dichlorohexafluorocyclopentene ClC1=C(C(C(C1(F)F)(F)F)(F)F)Cl